C(CCC)S n-butanthiol